OCCC[C@H](N)C(=O)O 5-hydroxynorvaline